C(CCCCC)OC1=C(CBr)C=CC=C1 2-(hexyloxy)benzyl bromide